ClC=1C=C(C=C(C1OC=1C=C2CCN(C(C2=CC1)=O)COC(C)C)Cl)N1N=C(C(NC1=O)=O)C#N 2-(3,5-dichloro-4-((2-(isopropoxymethyl)-1-oxo-1,2,3,4-tetrahydroisoquinolin-6-yl)oxy)phenyl)-3,5-dioxo-2,3,4,5-tetrahydro-1,2,4-triazine-6-carbonitrile